[Br-].C(CCCCCCC)[N+](C)(C)C n-octyl-trimethyl-ammonium bromide